2-(carbamimidamido-imino)propanoic acid N(C(=N)N)N=C(C(=O)O)C